(5'S,7a'R)-1-(1-cycloprop-yl-1H-pyrazole-3-carbonyl)-5'-(3,5-difluorophenyl)tetrahydro-3'H-spiro-[piperidine-4,2'-pyrrolo-[2,1-b]oxazol]-3'-one C1(CC1)N1N=C(C=C1)C(=O)N1CCC2(C(N3[C@H](O2)CC[C@H]3C3=CC(=CC(=C3)F)F)=O)CC1